3-(3-((3-bromo-4-fluoro-1H-pyrazol-1-yl)methyl)phenyl)propanoic acid ethyl ester C(C)OC(CCC1=CC(=CC=C1)CN1N=C(C(=C1)F)Br)=O